BrC=1C=C(CN2CC=3C(N(C=4N=CC=CC4C3CC2)CC2=CC=C(C=C2)F)=O)C=CC1 3-(3-bromobenzyl)-6-(4-fluorobenzyl)-2,3,4,6-tetrahydropyrido[3,4-c][1,8]naphthyridin-5(1H)-one